N1(N=NN=C1)CC(C)OC=1C=C(C=CC1Cl)C=1C=NC(=NC1)N 5-(3-((1-(1H-tetrazol-1-yl)propan-2-yl)oxy)-4-chlorophenyl)pyrimidin-2-amine